N-(4-((6-methoxy-7-((1-acetylpiperidin-4-yl)oxy)quinazolin-4-yl)oxy)phenyl)semicarbazide COC=1C=C2C(=NC=NC2=CC1OC1CCN(CC1)C(C)=O)OC1=CC=C(C=C1)NNC(=O)N